C1(CC1)[C@H](C)NC(=O)C1=NNC(=C1)C=1C=C(C=CC1)C=1OC(=CN1)C(=O)N[C@@H](C(C)C)C(=O)OC methyl (2-(3-(3-(((S)-1-cyclopropylethyl)carbamoyl)-1H-pyrazol-5-yl)phenyl)oxazole-5-carbonyl)-L-valinate